3-((4-((2-(2,6-dioxopiperidin-3-yl)-3-oxoisoindolin-5-yl)carbamoyl)phenoxy)methyl)azetidine-1-carboxylic acid tert-butyl ester C(C)(C)(C)OC(=O)N1CC(C1)COC1=CC=C(C=C1)C(NC=1C=C2C(N(CC2=CC1)C1C(NC(CC1)=O)=O)=O)=O